C(C)(C)S(=O)(=O)C1=NN(C=C1)C 3-(isopropylsulfonyl)-1-methyl-1H-pyrazol